(2S)-2-(4-Fluorophenyl)-N-{4-[5-fluoro-3-(pyridin-2-yl)-1H-pyrrolo[3,2-b]pyridin-2-yl]pyridin-2-yl}-3-methylbutanamid FC1=CC=C(C=C1)[C@@H](C(=O)NC1=NC=CC(=C1)C1=C(C2=NC(=CC=C2N1)F)C1=NC=CC=C1)C(C)C